3-((1R)-1-((9S)-5-chloro-4-fluoro-9-methyl-2-(methylsulfinyl)-8,9-dihydro-10H-7-oxa-1,3,6,10-tetraazacyclohepta[de]naphthalen-10-yl)ethyl)-N,N-bis(4-methoxybenzyl)pyridin-2-amine ClC1=C(C=2N=C(N=C3C2C(=N1)OC[C@@H](N3[C@H](C)C=3C(=NC=CC3)N(CC3=CC=C(C=C3)OC)CC3=CC=C(C=C3)OC)C)S(=O)C)F